6-methyl-4-(4-(trifluoromethyl)phenyl)-4,5,6,7-tetrahydropyrazolo[1,5-a]pyrimidine-6-carboxylic acid ethyl ester C(C)OC(=O)C1(CN(C=2N(C1)N=CC2)C2=CC=C(C=C2)C(F)(F)F)C